The molecule is a C19-gibberellin, initially identified in Triticum aestivum; it differs from gibberellin A1 in the absence of OH groups at C-2 and C-7 (gibbane numberings). It is a C19-gibberellin, a gibberellin monocarboxylic acid and a lactone. C[C@@]12CC[C@H]([C@@]3([C@@H]1[C@@H]([C@]45[C@H]3CC[C@H](C4)C(=C)C5)C(=O)O)OC2=O)O